BrC1=CC=C(S1)C1=C(C(=O)OC)C=CC(=C1)Cl methyl 2-(5-bromothiophene-2-yl)-4-chlorobenzoate